((1R)-1-(5-benzyl-3-((isoquinoline-1-carboxamido)methyl)-4,5-dihydroisoxazole-5-carboxamido)-3-Methylbutyl)boronic acid C(C1=CC=CC=C1)C1(CC(=NO1)CNC(=O)C1=NC=CC2=CC=CC=C12)C(=O)N[C@@H](CC(C)C)B(O)O